OC(CCCC(CC=O)C)(C)C 7-hydroxy-3,7-dimethyloctan-1-al